C(C)(C)(C)OC(CC[C@@H](C(=O)N)N1C(C2=CC=CC(=C2C1=O)NC1=C(C=C2CCC(N(C2=C1)C)=O)C=1C=NN(C1)C1CC1)=O)=O |r| rac-(4S)-5-amino-4-[4-[[6-(1-cyclopropylpyrazol-4-yl)-1-methyl-2-oxo-3,4-dihydroquinolin-7-yl]amino]-1,3-dioxo-isoindolin-2-yl]-5-oxo-pentanoic acid tert-butyl ester